undecylenamidopropyl-trimethyl-ammonium C(CCCCCCCCC=C)(=O)NCCC[N+](C)(C)C